O=C1NC(CCC1N1C(N(C2=C1C=CC(=C2F)N2CCC(CC2)CN2CCC1(CCN(CC1)C(=O)OC(C)(C)C)CC2)C)=O)=O tert-butyl 9-[[1-[1-(2,6-dioxo-3-piperidyl)-4-fluoro-3-methyl-2-oxo-benzimidazol-5-yl]-4-piperidyl]methyl]-3,9-diazaspiro[5.5]undecane-3-carboxylate